1-(acetylamino)-5-chloroindole C(C)(=O)NN1C=CC2=CC(=CC=C12)Cl